chloro-2-(5-(2-hydroxyethyl)-4H-1,2,4-triazol-3-yl)-3-(1H-imidazol-1-yl)-5-methoxy-1-methyl-1H-indole-7-carbonitrile ClC1=C2C(=C(N(C2=C(C=C1OC)C#N)C)C1=NN=C(N1)CCO)N1C=NC=C1